2-fluoro-6-methyl-phenol FC1=C(C(=CC=C1)C)O